2-bromo-3-(2-((tert-butyldimethylsilyloxy)ethyl)-1H-indol-5-yl)piperidine-1-carboxylic acid tert-butyl ester C(C)(C)(C)OC(=O)N1C(C(CCC1)C=1C=C2C=C(NC2=CC1)CCO[Si](C)(C)C(C)(C)C)Br